BrC=1C=C(C=CC1)C1=C(C=CC=C1C)C 3-bromo-2',6'-dimethylbiphenyl